1-[(2,4-difluorophenyl)methyl]-3-[(3-methyl-1,2-benzoxazol-5-yl)methyl]-1-(1-methylpiperidin-4-yl)urea FC1=C(C=CC(=C1)F)CN(C(=O)NCC=1C=CC2=C(C(=NO2)C)C1)C1CCN(CC1)C